tert-butyl ((2-(6-chloro-8-(2-(2,2,2-trifluoroethoxy)phenyl)imidazo[1,2-a]pyridin-2-yl)-4,5-dihydrooxazol-5-yl)methyl)carbamate ClC=1C=C(C=2N(C1)C=C(N2)C=2OC(CN2)CNC(OC(C)(C)C)=O)C2=C(C=CC=C2)OCC(F)(F)F